FC1(OC2=C(O1)C=CC(=C2)B(O)O)F (2,2-difluoro-1,3-benzodioxol-5-yl)boronic acid